N-[2-(4,4-difluoro-1-piperidyl)-6-(7,8-dihydro-5H-1,6-naphthyridin-6-yl)-4-methyl-3-pyridyl]-3-methyl-isoxazole-4-carboxamide FC1(CCN(CC1)C1=NC(=CC(=C1NC(=O)C=1C(=NOC1)C)C)N1CC=2C=CC=NC2CC1)F